FC=1C=C(C#N)C=C(C1)OC1=CC=C2C=3C(CC(C13)F)(C(C2(F)F)(F)F)O 3-fluoro-5-((1,3,3,4,4-pentafluoro-2a-hydroxy-2,2a,3,4-tetrahydro-1H-cyclopenta[cd]inden-7-yl)oxy)benzonitrile